BrC=1C(=C(C=2N(C1)C=C(N2)CCC(C)(O)C)F)OCC 4-(6-bromo-7-ethoxy-8-fluoro-imidazo[1,2-a]pyridin-2-yl)-2-methyl-butan-2-ol